C1(=CC=CC=C1)NC1(CC1)CNC(OC(C)(C)C)=O tert-butyl ((1-(phenylamino)cyclopropyl)methyl)carbamate